(3-(trimethylstannyl)phenyl)methylamine C[Sn](C=1C=C(C=CC1)CN)(C)C